ClC1=NC=C(C=N1)NC(=O)NC(C(F)(F)F)C=1OC2=C(C1C)C=C(C=C2F)F 1-(2-chloropyrimidin-5-yl)-3-(1-(5,7-difluoro-3-methylbenzofuran-2-yl)-2,2,2-trifluoroethyl)urea